2-[2,3-dichloro-4-butyrylphenoxy]acetic acid ClC1=C(OCC(=O)O)C=CC(=C1Cl)C(CCC)=O